C(O[C@@H](C)C1=C(C(=C(C(=C1[2H])[2H])CS(=O)(=O)N)[2H])[2H])([2H])([2H])[2H] (S)-(4-(1-(methoxy-d3)ethyl)phenyl-2,3,5,6-d4)methanesulfonamide